CC1(OB(OC1(C)C)[C@@H]1[C@H](C1)C1=CC=C(C=C1)OCC(F)(F)F)C 4,4,5,5-tetramethyl-2-((1S,2S)-2-(4-(2,2,2-trifluoroethoxy)phenyl)cyclopropyl)-1,3,2-dioxaborolane